1,2,4-Oxadiazol-5(2H)-one O1NC=NC1=O